((1R,5S,6s)-6-((4-(2-aminopropan-2-yl)-6-(4-fluorophenyl)pyridin-2-yl)oxy)-3-azabicyclo[3.1.0]hexan-3-yl)(3-(6-fluoropyridin-2-yl)-1-methyl-1H-pyrazol-5-yl)methanone NC(C)(C)C1=CC(=NC(=C1)C1=CC=C(C=C1)F)OC1[C@@H]2CN(C[C@H]12)C(=O)C1=CC(=NN1C)C1=NC(=CC=C1)F